dichloro[(dichlorosilyl)methyl]methylsilane Cl[Si](C)(C[SiH](Cl)Cl)Cl